C(\C=C\C1=CC(O)=C(O)C=C1)(=O)NCCCCNCCCN trans-caffeoylspermidine